2-oxabicyclo-[3.1.0]hexane-6-carboxylate C12OCCC2C1C(=O)[O-]